N,N-dimethyl-1-(3-(4,4,5,5-tetramethyl-1,3,2-dioxaborolane-2-yl)phenyl)methanamine CN(CC1=CC(=CC=C1)B1OC(C(O1)(C)C)(C)C)C